FC(C=1C(=C(C=CC1)[C@@H](C)NC1=NC(=NC2=C3C(=C(C=C12)[C@@]1(C[C@H](N(CC1)C(CF)=O)C)O)OCC3)C)F)F 1-((2R,4R)-4-(4-(((R)-1-(3-(difluoromethyl)-2-fluorophenyl)ethyl)amino)-2-methyl-8,9-dihydrofuro[2,3-h]quinazolin-6-yl)-4-hydroxy-2-methylpiperidin-1-yl)-2-fluoroethan-1-one